BrC1=CC(=NC(=C1)C(=O)O)C(=O)O 4-bromo-2,6-pyridinedicarboxylic acid